CC1=C(C(=CC(=C1)C)C)C1C(=C(C(CC1)=O)C(CC)=O)O (2,4,6-trimethylphenyl)-2-propionyl-3-hydroxy-2-cyclohexene-1-one